FC1=CC=C(C=C1)C1CCN(CC1)S(=O)(=O)C1=C(C=CC=C1)O [4-(4-fluorophenyl)-1-piperidinyl]sulfonyl-phenol